2,4-dichloro-5-aminobenzoic acid ClC1=C(C(=O)O)C=C(C(=C1)Cl)N